C[C@H]1[C@@H](CCCC1)OC([C@@H](N)C)=O Trans-L-alanine 2-methylcyclohexyl ester